(3R)-3-acetoxy-4-(trimethylammonio)butanoate hydrochloride Cl.C(C)(=O)O[C@H](CC(=O)[O-])C[N+](C)(C)C